CN1N=CC=2C1=NC(=NC2NCC2=CC=C(C=C2)S(=O)(=O)N)N2CCN(CC2)C 4-(((1-Methyl-6-(4-methylpiperazin-1-yl)-1H-pyrazolo[3,4-d]pyrimidin-4-yl)amino)methyl)-benzenesulfonamide